FC1=CC=C(C=C1)C1=NC=C2N1C=C(N=C2OC)I 3-(4-fluoro-phenyl)-6-iodo-8-methoxy-imidazo[1,5-a]pyrazine